C(#N)C1=CC=C2C=C(N(C2=C1)C1CCC1)NC(CC(C)(C)C)=O N-(6-cyano-1-cyclobutyl-1H-indol-2-yl)-3,3-dimethylbutyramide